FC1(CC(C1)[C@H](O)C1=CC2=NC(=CC=C2S1)C1=CC=2C(N=C1)=NN(C2)C)F (S)-(3,3-difluorocyclobutyl)(5-(2-methyl-2H-pyrazolo[3,4-b]pyridin-5-yl)thieno[3,2-b]pyridin-2-yl)methanol